C(C)(C)C1=C(C=CC=C1)N1/C(/SCC1=O)=N/C(OCC(C1=CC=C(C=C1)C1=NN(C=N1)C1=CC=C(C=C1)OC(F)(F)F)Cl)=O 2-Chloro-2-(4-(1-(4-(trifluoromethoxy)phenyl)-1H-1,2,4-triazol-3-yl)phenyl)ethyl (Z)-(3-(2-isopropylphenyl)-4-oxothiazolidin-2-ylidene)carbamate